C(=O)=C([C@H](CC#C)NC(=O)C=1NC2=CC=CC=C2C1)N[C@H](C=C=O)C[C@H]1C(NCC1)=C=O N-{(S)-1-carbonyl-1-{{(S)-1-carbonyl-3-[(S)-2-carbonylpyrrolidin-3-yl]propan-2-yl}amino}-3-ethynylpropan-2-yl}-1H-indole-2-carboxamide